(1R,3r,5S)-8-methyl-8-azabicyclo[3.2.1]octan-3-yl (S)-3-hydroxy-2-phenylpropanoate OC[C@@H](C(=O)OC1C[C@H]2CC[C@@H](C1)N2C)C2=CC=CC=C2